C(C)(C)(C)OC(=O)N1CC(=CC1)C1=CC=C(C=C1)[N+](=O)[O-] 3-(4-nitrophenyl)-2,5-dihydropyrrole-1-carboxylic acid tert-butyl ester